C1(CC1)C1=CC=CC(=N1)C(=O)N 6-cyclopropylpyridinecarboxamide